4-(4-methylpiperazin-1-yl)-8,14-dioxa-10,19,20-triazatetracyclo[13.5.2.12,6.018,21]tricosa-1(20),2,4,6(23),15,17,21-heptaen-9-one CN1CCN(CC1)C=1C=C2C3=NNC4=CC=C(OCCCNC(OCC(C1)=C2)=O)C=C34